OC1=C(C(=O)O)C=CC(=C1O)[N+](=O)[O-] 2,3-dihydroxy-4-nitrobenzoic acid